2-(((tert-butyldimethylsilyloxy)methyl)allyl)-2-isopropyl-3-nitropyridine [Si](C)(C)(C(C)(C)C)OCC=CCC1(NC=CC=C1[N+](=O)[O-])C(C)C